I.NC(S)=[NH2+] Isothiouronium hydroiodide